tert-butyl 3-(((tert-butyldiphenylsilyl)oxy)methyl)azetidine-1-carboxylate [Si](C1=CC=CC=C1)(C1=CC=CC=C1)(C(C)(C)C)OCC1CN(C1)C(=O)OC(C)(C)C